benzyl 4-(4-nitrophenoxy)piperidine-1-carboxylate [N+](=O)([O-])C1=CC=C(OC2CCN(CC2)C(=O)OCC2=CC=CC=C2)C=C1